C(C)S(=O)(=O)OC1=C(O[C@@](C1=O)([2H])C1=CC=C(C=C1)Cl)N (S)-2-amino-5-(4-chlorophenyl)-4-oxo-4,5-dihydrofuran-3-yl-5-d ethane-1-sulfonate